C(C)(=O)OC1CCC(CC1)NC1=NC=CC(=N1)C1=NC=CC(=N1)Cl (1s,4s)-4-((4-chloro-[2,4'-bipyrimidin]-2'-yl)amino)cyclohexyl acetate